NCCOCCOCCOCCOCCOCCOCCC(=O)NCC1=CC=C(C=C1)COC1=C2N=CNC2=NC(=N1)N 1-amino-N-(4-(((2-amino-9H-purin-6-yl)oxy)methyl)benzyl)-3,6,9,12,15,18-hexaoxahenicosan-21-amide